1-(3-bromophenyl)-3-(dimethylamino)propan-1-ol BrC=1C=C(C=CC1)C(CCN(C)C)O